2-chloro-5-(dimethylamino)isonicotinic acid ClC=1C=C(C(=O)O)C(=CN1)N(C)C